C(C1=CC=CC=C1)NC(=O)[C@@H]1N(CCC1)C=1SC2=C(N=CN=C2N(C)OC)N1 (R)-N-Benzyl-1-[7-(N-methoxy-N-methylamino)[1,3]thiazolo[4,5-d]pyrimidin-2-yl]pyrrolidin-2-carboxamid